3-heptenyldimethylethoxysilane C(CC=CCCC)[Si](OCC)(C)C